C(C)OCC1=CC=C(C=C1)C(=O)N1CC(CC1)C=1N=C(C2=C(N1)CN(CC2)C)NC (4-(ethoxymethyl)phenyl)(3-(7-methyl-4-(methylamino)-5,6,7,8-tetrahydropyrido[3,4-d]pyrimidin-2-yl)pyrrolidine-1-yl)methanone